O=C1NC(CCC1N1C(C2=CC=C(C=C2C1)CC=1C(=NC2=CC=CC=C2C1C(=O)N)C1=CC=C(C=C1)F)=O)=O ((2-(2,6-dioxopiperidin-3-yl)-1-oxoisoindolin-5-yl)methyl)-2-(4-fluorophenyl)quinoline-4-carboxamide